thiosemicarbazide menthyl-formate C1(CC(C(CC1)C(C)C)C(=O)O)C.NNC(=S)N